NC=1C2=C(N=CN1)N(C(=C2C2=NC(=C(C(=O)NCC1CCC1)C=C2)OC)C2=CC=C(C=C2)NC(C(=C)C)=O)C 6-(4-amino-6-(4-methacrylamidophenyl)-7-methyl-7H-pyrrolo[2,3-d]pyrimidin-5-yl)-N-(cyclobutylmethyl)-2-methoxynicotinamide